CNC1=C(C=NC=N1)[N+](=O)[O-] 6-(methylamino)-5-nitropyrimidin